7-((1-methylpiperidin-4-yl)amino)-3-(2,2,2-trifluoroethyl)benzo[b]thiophen CN1CCC(CC1)NC1=CC=CC2=C1SC=C2CC(F)(F)F